CN(CCCN)C 3-(dimethylamino)1-propylamine